N-(5-chloro-6-phenoxypyridin-3-yl)-6-(piperazin-1-yl)pyrido[3,2-d]pyrimidin-4-amine ClC=1C=C(C=NC1OC1=CC=CC=C1)NC=1C2=C(N=CN1)C=CC(=N2)N2CCNCC2